1,3,6,9,11,14-hexaoxahexadecane-2,10-dione OC(OCCOCCOC(OCCOCC)=O)=O